N(=[N+]=[N-])CC1=CC=C(C=C1)C=1OC(=NN1)C(F)F 2-(4-(azidomethyl)phenyl)-5-(difluoromethyl)-1,3,4-oxadiazole